O=S1(NC(C2=C1C=C(C=C2)CN2C(C1=CC=CC=C1C2=O)=O)=O)=O 2-(1,1-dioxo-1,2-benzothiazole-3-one-6-ylmethyl)-1H-isoindole-1,3-dione